FC1=C(C=CC=C1)C1=CC(=CN1)CO (5-(2-fluorophenyl)-1H-pyrrole-3-yl)methanol